[14C](CC)(=O)O [1-14C]propionic acid